(5-neopentylbenzo[b]thiophen-2-yl)boronic acid C(C(C)(C)C)C1=CC2=C(SC(=C2)B(O)O)C=C1